3-(naphthalen-2-yl)-2-(pyridin-3-yl)acrylonitrile C1=C(C=CC2=CC=CC=C12)C=C(C#N)C=1C=NC=CC1